tert-Butyl (S)-5-(benzyloxy)-1-(hydroxymethyl)-1,2-dihydro-3H-benzo[e]indole-3-carboxylate C(C1=CC=CC=C1)OC=1C2=C(C=3[C@@H](CN(C3C1)C(=O)OC(C)(C)C)CO)C=CC=C2